C(C)(C)(C)OC(=O)N[C@H](C(=O)N1[C@@H](C[C@H](C1)O)C(=O)OC)C(C)(C)C Methyl (2S,4R)-1-((S)-2-((tert-butoxycarbonyl)amino)-3,3-dimethylbutanoyl)-4-hydroxypyrrolidine-2-carboxylate